N1(N=CC=C1)C[C@]12C[C@H](N([C@@H]2C1)C(CN1N=C(C2=CC(=CC=C12)C=1C=NC(=NC1)C)C(C)=O)=O)C(=O)NC1=NC(=CC=C1C)Br (1R,3S,5R)-5-((1H-pyrazol-1-yl)methyl)-2-(2-(3-acetyl-5-(2-methylpyrimidin-5-yl)-1H-indazol-1-yl)acetyl)-N-(6-bromo-3-methylpyridin-2-yl)-2-azabicyclo[3.1.0]hexane-3-carboxamide